ClC1=CC(=C(C=C1)N1CCC(=CC1)C1=C(C(=NN1C)C)NS(=O)(=O)C1=CC=C(C=C1)S(=O)(=O)N(C)C)F N1-(5-(1-(4-chloro-2-fluorophenyl)-1,2,3,6-tetrahydropyridin-4-yl)-1,3-dimethyl-1H-pyrazol-4-yl)-N4,N4-dimethylbenzene-1,4-disulfonamide